vinyl-1-methylpyridinium C(=C)C1=[N+](C=CC=C1)C